FC1=C(C=C(C=C1)C=1C2=C(C(=NC1)OC)N=C(S2)NC(=O)N2CC1(CC2)CCOCC1)O 8-Oxa-2-aza-spiro[4.5]decane-2-carboxylic acid [7-(4-fluoro-3-hydroxy-phenyl)-4-methoxy-thiazolo[4,5-c]pyridin-2-yl]-amide